4-(2-ethoxyvinyl)-2-methoxypyridine C(C)OC=CC1=CC(=NC=C1)OC